tert-butyl 3-(3-chloronaphthalen-1-yl)-2-oxobutanoate ClC=1C=C(C2=CC=CC=C2C1)C(C(C(=O)OC(C)(C)C)=O)C